4-[(3S)-3-amino-3-methylpyrrolidin-1-yl]-6-cyano-5-(3,5-difluorophenyl)-N-[(1S)-1-(pyridin-2-yl)ethyl]pyridine-3-carboxamide N[C@@]1(CN(CC1)C1=C(C=NC(=C1C1=CC(=CC(=C1)F)F)C#N)C(=O)N[C@@H](C)C1=NC=CC=C1)C